[Se].[Sn].[Li] lithium tin selenium